OC=1C=C(C=CC1)\C=C/C=1C=C(C=C(C1)OC)O 3-[(1Z)-2-(3-hydroxyphenyl)vinyl]-5-methoxyphenol